C(C)C(CC(=O)N)CCCC 3-Ethylheptanamide